3-bromo-6-methyl-7-(2,3,5-trifluorophenyl)pyrazolo[1,5-a]Pyrimidine-2-carboxylic acid ethyl ester C(C)OC(=O)C1=NN2C(N=CC(=C2C2=C(C(=CC(=C2)F)F)F)C)=C1Br